5-[4-(cyanomethoxy)-2,3-difluoro-phenyl]-N-[4-[2-[[(2R,4R)-4-ethyl-4-hydroxy-pyrrolidine-2-carbonyl]amino]ethylcarbamoyl]-3-methylphenyl]-1-methylimidazole-2-carboxamide C(#N)COC1=C(C(=C(C=C1)C1=CN=C(N1C)C(=O)NC1=CC(=C(C=C1)C(NCCNC(=O)[C@@H]1NC[C@@](C1)(O)CC)=O)C)F)F